4-epoxy-6-methylcyclohexylmethyl-3,4-epoxy-6-methylcyclohexenyl-carboxylate CC1(CC2(C(C=C1C(=O)[O-])O2)CC21C(CCCC2)O1)C